C(C)(C)(C)OC(=O)C1=CC(=C(COCC2(CN(C2)C(=O)OC(C)(C)C)F)C=C1F)C1CC1 tert-butyl 3-(((4-(tert-butoxycarbonyl)-2-cyclopropyl-5-fluorobenzyl) oxy) methyl)-3-fluoroazetidine-1-carboxylate